Cyclopropan-1-carboxylic acid monohydrate O.C1(CC1)C(=O)O